N'-(pyrazine-2-carbonyl)-hydrazinecarbodithioic acid methyl ester CSC(=S)NNC(=O)C1=NC=CN=C1